NC1=NC=NN2C1=C(C=C2C=2C=C(C(=NC2)OC)C(=O)N[C@@H]2CN(C[C@@H]2F)C(C2=C(C=CC=C2)F)=O)CN2CCC(CC2)C(F)(F)F 5-(4-amino-5-{[4-(trifluoromethyl)piperidin-1-yl]methyl}pyrrolo[2,1-f][1,2,4]triazin-7-yl)-N-[(3R,4S)-4-fluoro-1-(2-fluorobenzoyl)pyrrolidin-3-yl]-2-methoxypyridine-3-carboxamide